C(#N)C(C)(C)C=1C=C(C(=NC1)C(=O)N)SCC 5-(1-cyano-1-methyl-ethyl)-3-ethylsulfanyl-pyridine-2-carboxamide